O1CCN(CCC1)C(=O)N1CCC(CC1)C=1C=NC(=CC1)C(F)(F)F (1,4-Oxazepan-4-yl){4-[6-(trifluoromethyl)pyridin-3-yl]piperidin-1-yl}methanone